C1(=CC=CC=C1)C=1C(=C(C=CC1)C1=CC=CC=C1)C1=NN=NC(=C1C1=CC=CC=C1)C1=CC=CC=C1 (phenyl)[(diphenyltriazinyl)biphenyl]